ClC=1C=CC(=C(C1)C1=CC(N(C=C1OC)C(C(=O)OC(C)(C)C)CC)=O)C1=CN=C(O1)C(F)F tert-Butyl 2-[4-{5-chloro-2-[2-(difluoromethyl)-1,3-oxazol-5-yl]phenyl}-5-methoxy-2-oxopyridin-1(2H)-yl]butanoate